CN(C(C=C)=O)C1=CC(=CC=C1)OC=1C2=C(N=CN1)NC(=C2)C2=CC=C(C=C2)N2CCOCC2 N-methyl-N-(3-((6-(4-morpholinylphenyl)-7H-pyrrolo[2,3-d]pyrimidin-4-yl)oxy)phenyl)acrylamide